CC1=C(C=CC=C1C1=CN=C(O1)C=1C=C(C=CC1)CO)C1=CC=CC=C1 3-(5-(2-methyl-[1,1'-biphenyl]-3-yl)oxazol-2-yl)phenylmethanol